N[C@@H]1C2=CC=CC=C2CC12CCN(CC2)C=2C(=NC(=CN2)C#CCN2C=NC1=C2C=CC(=C1)OC)CO (S)-(3-(1-amino-1,3-dihydrospiro[inden-2,4'-piperidin]-1'-yl)-6-(3-(5-methoxy-1H-benzo[d]imidazol-1-yl)prop-1-yn-1-yl)pyrazin-2-yl)methanol